5-cyclopropyl-5-{3-fluoro-4-[4-(3,5,6-trimethylpyridin-2-yl)piperazine-1-carbonyl]phenyl}imidazolidine-2,4-dione C1(CC1)C1(C(NC(N1)=O)=O)C1=CC(=C(C=C1)C(=O)N1CCN(CC1)C1=NC(=C(C=C1C)C)C)F